(S)-3-(5-(difluoromethyl)-1,3,4-thiadiazol-2-yl)-8-(2-(3-methoxyazetidine-1-carbonyl)morpholino)-N-(1-methylcyclopropyl)imidazo[1,5-a]pyridine-6-sulfonamide FC(C1=NN=C(S1)C1=NC=C2N1C=C(C=C2N2C[C@H](OCC2)C(=O)N2CC(C2)OC)S(=O)(=O)NC2(CC2)C)F